5-[(E,5Z)-oct-1,5-dienyl]oxapentan-2-one C(=C\CC\C=C/CC)/CCCC(O)=O